2-(6-bromo-5-chloro-3-ethylsulfanyl-1-hydroxy-7,9-dihydrofuro[3,4-f]quinazolin-9-yl)acetonitrile BrC=1C2=C(C=3C(=NC(=NC3C1Cl)SCC)O)C(OC2)CC#N